CN1C(CCC1)CCO 2-(1-methylpyrrolidin-2-yl)ethanol